ClC=1C(=CC2=C(N=CN=C2N[C@H](C)C2=C(C(=CC=C2)C(F)F)F)N1)C1(CC1)C#N (R)-1-(7-chloro-4-((1-(3-(difluoromethyl)-2-fluorophenyl)ethyl)amino)pyrido[2,3-d]pyrimidin-6-yl)cyclopropane-1-carbonitrile